C(=O)C=1C=C(C(=C(C1)C=1C=C(C=O)C=C(C1O)OC)O)OC 3-(5-formyl-2-hydroxy-3-methoxyphenyl)-4-hydroxy-5-methoxybenzaldehyde